C12(CC(C1)C2)C(=O)N2[C@H]([C@H](C(C2)(F)F)NS(=O)(=O)C)CC=2C(=C(C=CC2)C2=CC=CC=C2)F N-{(2S,3R)-1-(bicyclo[1.1.1]pentane-1-carbonyl)-4,4-difluoro-2-[(2-fluoro[1,1'-biphenyl]-3-yl)methyl]pyrrolidin-3-yl}methanesulfonamide